CNC(C(=O)O)CCC=1C=NC=C(C1)OC 2-(Methylamino)-4-(5-methoxypyridin-3-yl)butanoic acid